Cl.COC=1C(=C2CCNCC2=CC1)C1=CC=C(C=C1)C(F)(F)F 6-methoxy-5-(4-(trifluoromethyl)phenyl)-1,2,3,4-tetrahydroisoquinoline hydrochloride